O=C1NC(CCC1N1C(C2=CC=C(C=C2C1)O[C@@H]1CN(C[C@@H]1F)CC=1C(=NC2=CC=CC=C2C1)C#N)=O)=O (((3R,4S)-3-((2-(2,6-Dioxopiperidin-3-yl)-1-oxoisoindol-5-yl)oxy)-4-fluoropyrrolidin-1-yl)methyl)quinoline-2-carbonitrile